3-((R)-2-hydroxy-3-(8-(2-hydroxypyrimidin-5-ylsulfonyl)-1-oxa-8-azaspiro[4.5]dec-ylamino)propoxy)-N-methylbenzenesulfonamide O[C@@H](COC=1C=C(C=CC1)S(=O)(=O)NC)CNC1OC2(CC1)CCN(CC2)S(=O)(=O)C=2C=NC(=NC2)O